3-bromopropylsodium BrCCC[Na]